3-(((3-methylbenzyl)oxy)methyl)-4,5-dihydroisoxazole-5-carboxamide CC=1C=C(COCC2=NOC(C2)C(=O)N)C=CC1